CC1=C(C=CC(=C1)C)P(C1=C(C=C(C=C1)C)C)=O bis(2,4-dimethylphenyl)phosphine oxide